Cl.ClCC([C@H](C[C@H]1C(NCC1)=O)NC([C@@H](N)CC(C)C)=O)=O N-{(2S)-4-chloro-3-oxo-1-[(3S)-2-oxopyrrolidin-3-yl]butan-2-yl}-L-leucinamide hydrochloride salt